(2R,4aR,11S)-3-Acryloyl-12-chloro-10-fluoro-11-(2-fluoro-6-hydroxyphenyl)-2-methyl-2,3,4,4a,6,7-Hexahydro-8-oxa-3,5a,9,13c-tetraazanaphtho[3,2,1-de]anthracene-5(1H)-one C(C=C)(=O)N1C[C@@H]2C(N3CCOC=4N=C5C(=C(C(=CC5=C(C34)N2C[C@H]1C)Cl)C1=C(C=CC=C1O)F)F)=O